[Si](C)(C)(C(C)(C)C)O[C@@H]1CO[C@H]2[C@@H]1OC[C@H]2OC=2N(C=1C(=NC(=C(C1)Cl)I)N2)COCC[Si](C)(C)C 2-[[2-[[(3R,3aR,6R,6aS)-6-[tert-butyl(dimethyl)silyl]oxy-2,3,3a,5,6,6a-hexahydrofuro[3,2-b]furan-3-yl]oxy]-6-chloro-5-iodo-imidazo[4,5-b]pyridin-1-yl]methoxy]ethyl-trimethyl-silane